2,2,4-trimethylpentanediol bis-acetoacetate C(CC(=O)C)(=O)OC(C(CC(C)C)(C)C)OC(CC(=O)C)=O